OC1(CCN(CC1)C(CC(C)C1=CC=CC=C1)=O)CN1C=NC=2C(C1=O)=NN(C2C2=CC=C(CNCC(=O)NCCCCCCNC(C1=C(C=CC=C1)C)=O)C=C2)C N-(6-(2-((4-(6-((4-hydroxy-1-(3-phenylbutanoyl)piperidin-4-yl)methyl)-2-methyl-7-oxo-6,7-dihydro-2H-pyrazolo[4,3-d]pyrimidin-3-yl)benzyl)amino)acetamido)hexyl)-2-methylbenzamide